sodium ethylhexanoate sulfate S(=O)(=O)([O-])[O-].C(C)OC(CCCCC)=O.[Na+].[Na+]